COC1C(C1)C(=O)N1C(CCCC1)C=1NC=C(N1)C1=CC=CC=C1 (2-Methoxycyclopropyl)(2-(4-phenyl-1H-imidazol-2-yl)piperidin-1-yl)methanone